(±)-5-(2,5-dichloropyrimidin-4-yl)-3-ethyl-7-fluoro-2,3-dimethyl-3H-indole ClC1=NC=C(C(=N1)C=1C=C2[C@@](C(=NC2=C(C1)F)C)(C)CC)Cl |r|